tert-butyl 5-((tert-butoxycarbonyl) amino)-6-methoxy-1-oxoisoindole-2-carboxylate C(C)(C)(C)OC(=O)NC=1C=C2CN(C(C2=CC1OC)=O)C(=O)OC(C)(C)C